(3R)-3-(tert-butoxycarbonylamino)-4-oxo-5-[(4-phenoxyphenyl)methyl]-2,3-dihydro-1,5-benzothiazepine C(C)(C)(C)OC(=O)N[C@H]1CSC2=C(N(C1=O)CC1=CC=C(C=C1)OC1=CC=CC=C1)C=CC=C2